C1(CC1)C#C[C@@]1(NC(NC2=CC(=CC=C12)CC1=C(C=C(C=C1)S(=O)(=O)N)F)=O)C(F)(F)F (S)-4-((4-(cyclopropylethynyl)-2-oxo-4-(trifluoromethyl)-1,2,3,4-tetrahydroquinazolin-7-yl)methyl)-3-fluorobenzenesulfonamide